2,9,11-TRIMETHYLSPIRO[5.5]UNDEC-9-EN-5-OL CC1CC2(C(CC1)O)CCC(=CC2C)C